2-(3,4-dimethoxyphenyl)-5-(1-(2-isopropyloctahydrocyclopenta[c]pyrrol-5-yl)piperidin-4-yl)-3,7-dimethyl-3H-imidazo[4,5-b]pyridine COC=1C=C(C=CC1OC)C1=NC=2C(=NC(=CC2C)C2CCN(CC2)C2CC3C(CN(C3)C(C)C)C2)N1C